C(C)C1CN(C=2C(N[C@](NC2N1C1CCOCC1)(N)NC=1C=C2C=CN(C2=CC1OC)C(CN1CCOCC1)=O)=O)C (R)-7-ethyl-2-{[6-methoxy-1-(2-morpholinoacetyl)indol-5-yl]amino}-5-methyl-8-(tetrahydro-2H-pyran-4-yl)-7,8-dihydropterin